S1C=NC2=C1C=CC(=C2)OC2=CC(=C(C=C2C)NC2=NC=NC1=CC(=C(C=C21)NC(/C(=C\[C@@H]2N(CCC2)C)/F)=O)OC)OC (R,E)-N-(4-((4-(benzo[d]thiazol-5-yloxy)-2-methoxy-5-methylphenyl)amino)-7-methoxy-quinazolin-6-yl)-2-fluoro-3-(1-methylpyrrolidin-2-yl)acrylamide